C(#N)C1=NC(=C(C(=O)N2CCN(CC2)C(=O)OC(C)(C)C)C(=C1)C1=C2C(=NC=C1)C=C(S2)CN2C(C1C(C1C2=O)(C)C)=O)C tert-butyl 4-(6-cyano-4-(2-((6,6-dimethyl-2,4-dioxo-3-azabicyclo[3.1.0]hexan-3-yl)methyl)thieno[3,2-b]pyridin-7-yl)-2-methylnicotinoyl)piperazine-1-carboxylate